2-hydroxy-5-nitroisoindoline-1,3-dione ON1C(C2=CC=C(C=C2C1=O)[N+](=O)[O-])=O